5-bromo-3-iodo-7-(trifluoromethyl)-1H-indazole BrC=1C=C2C(=NNC2=C(C1)C(F)(F)F)I